C1CC12CN(CC2)CCNC(=O)C=2C=C(C(=NC2)C)NC(=O)C=2C=NN1C2SC(=C1)C=1C=NN(C1)CCOC N-(5-((2-(5-azaspiro[2.4]heptan-5-yl)ethyl)carbamoyl)-2-methylpyridin-3-yl)-2-(1-(2-methoxyethyl)-1H-pyrazol-4-yl)pyrazolo[5,1-b]thiazole-7-carboxamide